CC1=NN(C=2C3=C(C(C(C12)=O)=O)C=CC=C3)C=3C=NC=CC3 3-methyl-1-(pyridin-3-yl)-1H-benzo[g]indazole-4,5-dione